C(#N)C[C@@H]1N(CCN(C1)C1=NC=NC=2CN(CCCC21)C2=CC=CC1=CC=CC(=C21)C)C(=O)OC(C)(C)C tert-butyl (2S)-2-(cyanomethyl)-4-[8-(8-methyl-1-naphthyl)-5,6,7,9-tetrahydropyrimido[4,5-c]azepin-4-yl]piperazine-1-carboxylate